[Fe-2](Cl)(Cl)(Cl)(Cl)Cl.C[N+](C1=CC=C(C=C1)C=1C2=CC=C(N2)C(=C2C=CC(C(=C3C=CC(=C(C=4C=CC1N4)C4=CC=C(C=C4)[N+](C)(C)C)N3)C3=CC=C(C=C3)[N+](C)(C)C)=N2)C2=CC=C(C=C2)[N+](C)(C)C)(C)C.[Fe-2](Cl)(Cl)(Cl)(Cl)Cl 5,10,15,20-tetrakis(4-trimethylammoniophenyl)porphyrin iron (III) pentachloride